5-chloro-N4-cyclopentyl-N2-(7-ethyl-1-hydroxy-3H-2,1-benzoxaborole-5-yl)pyrimidine-2,4-diamine ClC=1C(=NC(=NC1)NC=1C=C(C2=C(COB2O)C1)CC)NC1CCCC1